5-(3-(4-isopropylphenyl)acryloyl)-4-methylthieno[2,3-b]pyridin-6(7H)-one C(C)(C)C1=CC=C(C=C1)C=CC(=O)C1=C(C2=C(NC1=O)SC=C2)C